ClC1=NC=C(C2=CC(=NC=C12)Cl)I 1,6-Dichloro-4-iodo-2,7-naphthyridine